COC=1C(=C(C=CC1)[C@H]1NCC[C@H]1NC(OC(C)(C)C)=O)C tert-butyl N-[(2R,3R)-2-(3-methoxy-2-methyl-phenyl)pyrrolidine-3-yl]carbamate